4H,5H,6H,7H,8H,9H-cycloocta[b]thiophene-2-carboxylic acid S1C2=C(C=C1C(=O)O)CCCCCC2